(1R,3S)-3-[3-({[4-(dimethylcarbamoyl)-phenyl]acetyl}amino)-1H-pyrazol-5-yl]cyclopentyl (2S)-butan-2-ylcarbamate C[C@@H](CC)NC(O[C@H]1C[C@H](CC1)C1=CC(=NN1)NC(CC1=CC=C(C=C1)C(N(C)C)=O)=O)=O